(phenyl-d5)dibenzofuranyl-benzene-d C1(=C(C(=C(C(=C1[2H])[2H])[2H])[2H])[2H])C=1C(=C(C=CC1)[2H])C1=CC=CC=2OC3=C(C21)C=CC=C3